[Fe].[Au].[Cr].[Ni] nickel-chromium-gold-iron